pyridazin-2-yl(2-((1,1,1-trifluoro-2-methylpropan-2-yl)oxy)ethyl)carbamate N1N(C=CC=C1)N(C([O-])=O)CCOC(C(F)(F)F)(C)C